1-(3-Acetylazetidin-1-yl)-2-[6-[3-(difluoromethyl)-4-fluoro-phenyl]pyrazolo[4,3-b]pyridin-1-yl]ethanone C(C)(=O)C1CN(C1)C(CN1N=CC2=NC=C(C=C21)C2=CC(=C(C=C2)F)C(F)F)=O